C(C)OC1=NC=CC=C1C1=NC=2C(N(C[C@@]3([C@@H](CN(CC3)C=3C(=NC(=CC3)OC)C(F)(F)F)CC)C2C=C1)C1CN(C1)C)=O |r| rac-(3'S,5S)-2-(2-ethoxypyridin-3-yl)-3'-ethyl-1'-[6-methoxy-2-(trifluoromethyl)pyridin-3-yl]-7-(1-methylazetidin-3-yl)spiro[6H-1,7-naphthyridine-5,4'-piperidine]-8-one